Cl.N1=CC(=CC=C1)CCC(=O)N 3-(pyridin-3-yl)propionamide hydrochloride